2-(3-(5-iodopyridin-2-yl)propyl)oxazole tert-butyl-(R)-(1-hydroxy-5-(pyrrolidin-1-yl)pentan-2-yl)carbamate C(C)(C)(C)N(C(O)=O)[C@@H](CO)CCCN1CCCC1.IC=1C=CC(=NC1)CCCC=1OC=CN1